NC1=NC=2C=CC(=CC2C2=C1CCO2)C(=O)O 4-Amino-2,3-dihydrofuro[3,2-c]quinoline-8-carboxylic acid